5-(3-Methylpyrrolo[3,4-c]pyrazol-5(2H,4H,6H)-yl)quinoline-8-carbonitrile CC1=C2C(=NN1)CN(C2)C2=C1C=CC=NC1=C(C=C2)C#N